ClCC(CI)=O 1-chloro-3-iodopropan-2-one